(methyl-d3)hydrazine dihydrochloride Cl.Cl.C([2H])([2H])([2H])NN